FC1=CC=C(C(=O)NC2=C(C(=CC=C2)B2OC(C(O2)(C)C)(C)C)C)C=C1 4-fluoro-N-(2-methyl-3-(4,4,5,5-tetramethyl-1,3,2-dioxaborolan-2-yl)phenyl)benzamide